6-Amino-3-((1s,3s)-4'-chloro-3-(1H-1,2,4-triazol-1-yl)-1',2'-dihydrospiro[cyclobutane-1,3'-pyrrolo[2,3-b]pyridin]-5'-yl)-2-fluoro-N,N-dimethylbenzamide NC1=CC=C(C(=C1C(=O)N(C)C)F)C=1C(=C2C(=NC1)NCC21CC(C1)N1N=CN=C1)Cl